6-((2-butyloctyl)oxy)-N,N-dimethyl-6-oxohexan-1-aminium chloride [Cl-].C(CCC)C(COC(CCCCC[NH+](C)C)=O)CCCCCC